BrC=1C=NC(=NC1)N(S(=O)(=O)C1=CC=C(C=C1)[N+](=O)[O-])C1CC1 N-(5-bromopyrimidin-2-yl)-N-cyclopropyl-4-nitrobenzenesulfonamide